C(CCCCCCCCCCC)(=O)OCCOC(NC1=C2N=CN(C2=NC(=N1)F)[C@@H]1O[C@@]([C@H](C1)O)(CO)C#C)=O 2-(((9-((2R,4S,5R)-5-ethynyl-4-hydroxy-5-(hydroxymethyl)tetrahydrofuran-2-yl)-2-fluoro-9H-purin-6-yl)carbamoyl)oxy)ethyl dodecanoate